1,5-dibromo-2,6-dimethoxynaphthalene BrC1=C(C=CC2=C(C(=CC=C12)OC)Br)OC